Methyl 6-Chloro-3-[(1R)-1-(3,6-dimethyl-4-oxo-2-phenyl-chromen-8-yl)ethoxy]pyridine-2-carboxylate ClC1=CC=C(C(=N1)C(=O)OC)O[C@H](C)C=1C=C(C=C2C(C(=C(OC12)C1=CC=CC=C1)C)=O)C